CN(CCOC1=C(C=C(C=C1)NC(=O)NC1=CC=C(C=C1)F)C=1N(N=CC1)C)C 1-[4-(2-Dimethylamino-ethoxy)-3-(2-methyl-2H-pyrazol-3-yl)-phenyl]-3-(4-fluoro-phenyl)-urea